CN1C(=NC2=C(C=C(C=C2C1=O)C)\C(\C)=N\[S@](=O)C(C)(C)C)SC (R,E)-N-(1-(3,6-dimethyl-2-(methylthio)-4-oxo-3,4-dihydroquinazolin-8-yl)ethylidene)-2-methylpropane-2-sulfinamide